C(CCC)(=O)[O-].C1CCCCC1.[Mn+3].C(CCC)(=O)[O-].C(CCC)(=O)[O-] manganese(III) cyclohexane butyrate